4-(furan-3-yl)benzenesulfonyl chloride O1C=C(C=C1)C1=CC=C(C=C1)S(=O)(=O)Cl